4-oxo-4H-chromene-2-carboxamide O=C1C=C(OC2=CC=CC=C12)C(=O)N